3,6-dimethoxy-1-methyl-2-(4-(3-(piperidin-1-yl)propoxy)phenyl)quinolin-4(1H)-one COC1=C(N(C2=CC=C(C=C2C1=O)OC)C)C1=CC=C(C=C1)OCCCN1CCCCC1